C(C)(C)(C)OC(C[C@H](C(=O)N(C)[C@H](CN)C)CC1=CC=C(C=C1)C(F)F)=O.CC=1N(C2=C(C=NC(=C2C2=CC=CC=C2)C)N1)CC1=CC=C(C=C1)S(=O)(=O)N 4-((2,6-dimethyl-7-phenyl-1H-imidazo[4,5-c]pyridin-1-yl)methyl)benzenesulfonamide tert-butyl-(R)-4-(((S)-1-aminopropan-2-yl)(methyl)amino)-3-(4-(difluoromethyl)benzyl)-4-oxobutanoate